3-(hydroxymethyl)benzene-1-carbaldehyde OCC=1C=C(C=CC1)C=O